NC1=C(C2=C(S1)C(=CC=C2C=2C1=C(C=3C=NC(=NC3C2Cl)N2C[C@H]3CN([C@H]3C2)C)COC1)F)C#N 2-Amino-4-(5-chloro-3-((1R,5R)-6-methyl-3,6-diazabicyclo[3.2.0]heptan-3-yl)-7,9-dihydrofuro[3,4-f]quinazolin-6-yl)-7-fluorobenzo[b]thiophene-3-carbonitrile